2-((2-((5-chloro-2-(4-chloro-1H-1,2,3-triazol-1-yl)phenyl)amino)-2-oxoethyl)amino)-3-(tetrahydro-2H-pyran-2-yl)propanoic acid tert-butyl ester C(C)(C)(C)OC(C(CC1OCCCC1)NCC(=O)NC1=C(C=CC(=C1)Cl)N1N=NC(=C1)Cl)=O